C(#N)C1=CC=C(C=C1)C=1C=NN(C1O)C1=NC=C(C(=O)OC(C)C)C=C1 isopropyl 6-(4-(4-cyanophenyl)-5-hydroxy-1H-pyrazol-1-yl)nicotinate